N1=CN=C2C(NCC=C21)=O imidazolo[4,5-c]pyridin-4(5H)-one